N-(benzo[d][1,3]dioxol-5-yl)acetamide O1COC2=C1C=CC(=C2)NC(C)=O